C(C)(=O)N1[C@H](CN(CC1)C(=O)C=1NC2=CC=C(C=C2C1)OCC1=CC=CC=C1)C(=O)N[C@@H]1CN[C@@H](C1)C (R)-1-acetyl-4-(5-(benzyloxy)-1H-indole-2-carbonyl)-N-((3S,5R)-5-methylpyrrolidin-3-yl)piperazine-2-carboxamide